4-(prop-1-en-2-yl)picolinimidamide C=C(C)C1=CC(=NC=C1)C(N)=N